3-(2-morpholino-2-oxoacetyl)-5-(trifluoromethoxy)-indole O1CCN(CC1)C(C(=O)C1=CNC2=CC=C(C=C12)OC(F)(F)F)=O